ClC=1C=C(C=CC1Cl)C1=NC(=NN1)N1N=C(C(=C1C(=O)O)I)C 1-(5-(3,4-dichlorophenyl)-1H-1,2,4-triazol-3-yl)-4-iodo-3-methyl-1H-pyrazole-5-carboxylic acid